Cl.O=C1NC(CCC1N1C(C2=CC=C(C=C2C1=O)N1CCNCC1)=O)=O (2,6-dioxopiperidin-3-yl)-5-(piperazin-1-yl)isoindoline-1,3-dione hydrochloride